ClC=1C=C2C(=CN=C(C2=CN1)N1CCC12COC2)C(C)C 1-(6-chloro-4-isopropyl-2,7-naphthyridin-1-yl)-6-oxa-1-azaspiro[3.3]heptane